FC(C(=O)O)(F)F.FC(C(=O)N)(F)F 2,2,2-trifluoroacetamide 2,2,2-trifluoroacetate